(R)-2-cyclohexene-1-amine [C@@H]1(C=CCCC1)N